C(=C)C1=C(C=C(C(=C1)CCCCCC)C=C)CCCCCC 1,4-divinyl-2,5-dihexylbenzene